2-(7-((2S,5R)-2,5-diethyl-4-(1-(4-isopropoxyphenyl)ethyl)piperazin-1-yl)-4-methyl-5-oxo-4,5-dihydro-2H-pyrazolo[4,3-b]pyridin-2-yl)acetonitrile C(C)[C@@H]1N(C[C@H](N(C1)C(C)C1=CC=C(C=C1)OC(C)C)CC)C=1C=2C(N(C(C1)=O)C)=CN(N2)CC#N